Benzoyl-phenylhydroxylamine tert-butyl-N-(3-{bicyclo[2.2.1]hept-2-en-2-yl}propyl)carbamate C(C)(C)(C)OC(NCCCC=1C2CCC(C1)C2)=O.C(C2=CC=CC=C2)(=O)N(O)C2=CC=CC=C2